[Si](C1=CC=CC=C1)(C1=CC=CC=C1)(C(C)(C)C)OC[C@@H](CSC(C1=CC=CC=C1)(C1=CC=CC=C1)C1=CC=CC=C1)OC1=NC=CN=C1 (S)-2-((1-((tert-butyldiphenylsilyl)oxy)-3-(tritylthio)propan-2-yl)oxy)pyrazine